rac-3-(methoxycarbonyl)-5-phenyladamantane-1-carboxylic acid COC(=O)C12CC3(CC(CC(C1)(C3)C3=CC=CC=C3)C2)C(=O)O